NC=1C(=NC2=C(C(=CC(=C2C1NC1C2CN(C1C2)C(=O)OC(C)(C)C)C=C)Cl)F)N2CC(C2)N(C)C tert-butyl 5-((3-amino-7-chloro-2-(3-(dimethylamino)azetidin-1-yl)-8-fluoro-5-vinylquinolin-4-yl)amino)-2-azabicyclo[2.1.1]hexane-2-carboxylate